4-(2-(4-(2-butyryl-5-chlorophenyl)-5-methoxy-2-oxopyridin-1(2H)-yl)-3-phenylpropionylamino)benzoic acid C(CCC)(=O)C1=C(C=C(C=C1)Cl)C1=CC(N(C=C1OC)C(C(=O)NC1=CC=C(C(=O)O)C=C1)CC1=CC=CC=C1)=O